acrylic acid 2-bromoethyl ester BrCCOC(C=C)=O